COC1=C(C(=C(C2=CC=CC=C12)OC)C)C=CC(C=C(C=CC1=C(C2=CC=CC=C2C(=C1C)OC)OC)O)=O 1,7-Bis(1,4-Dimethoxy-3-methylnaphthalene-2-yl)-5-Hydroxyhepta-1,4,6-trien-3-one